Cl.O=C1NCCOC2=C1C=C(C=C2)N2C(=CC1=CC(=CC=C21)N)C(=O)N (5-oxo-2,3,4,5-tetrahydrobenzo[f][1,4]oxazepin-7-yl)-5-amino-1H-indole-2-carboxamide hydrochloride